C(C)(C)(C)OC(=O)N1C=C(C=2C1=CN=CC2)C2=NC(=CC=1OCCN(C12)C)S(=O)(=O)C 3-(4-methyl-7-(methylsulfonyl)-3,4-dihydro-2H-pyrido[4,3-b][1,4]oxazin-5-yl)-1H-pyrrolo[2,3-c]pyridine-1-carboxylic acid tert-butyl ester